C(=O)C(C#N)CC1=CC=CC=C1 2-FORMYL-3-PHENYL-PROPIONITRILE